(S)-1-(3-(6-amino-4,6-dihydrospiro[cyclopenta[d]oxazol-5,4'-piperidin]-1'-yl)-6-(2,3-dichlorophenyl)-5-methylpyrazin-2-yl)cyclopropan-1-ol N[C@@H]1C2=C(N=CO2)CC12CCN(CC2)C=2C(=NC(=C(N2)C)C2=C(C(=CC=C2)Cl)Cl)C2(CC2)O